FC=1C(=CC(=C(C=O)C1)O)O 5-Fluoro-2,4-dihydroxybenzaldehyde